CC(C)NC(=O)CC[C@@H](C(=O)O)N The molecule is a N(5)-alkylglutamine where the alkyl group is isopropyl. It has a role as a bacterial metabolite. It is a tautomer of a N-isopropyl-L-glutamine zwitterion.